B([O-])([O-])[O-].F[B-](F)(F)F.C[NH+](C)C.C[NH+](C)C.C[NH+](C)C.C[NH+](C)C trimethylammonium tetrafluoroborate borate